[Mn+2].S1C(=CC=C1)C=1C2=CC=C(N2)C(=C2C=CC(C(=C3C=CC(=C(C=4C=CC1N4)C4=CC=C(C=C4)C)N3)C3=CC=C(C=C3)OC(CC#N)=O)=N2)C2=CC=C(C=C2)C 5-(thiophen-2-yl)-15-(4-cyanoacetoxyphenyl)-10,20-bis(4-methylphenyl)porphyrin manganese (II)